1-[4-(5-Hydroxypyridin-2-yl)-piperazin-1-yl]-3-(2-trifluoromethylphenyl)-propan-1-one OC=1C=CC(=NC1)N1CCN(CC1)C(CCC1=C(C=CC=C1)C(F)(F)F)=O